(2-((chlorocarbonyl)(methyl)amino)propyl)(methyl)carbamic acid tert-butyl ester C(C)(C)(C)OC(N(C)CC(C)N(C)C(=O)Cl)=O